BrC=1C=NC=2CCN(C(C2C1)=O)CC1=C(C=CC(=C1)F)C=1C=NN(C1)C 3-bromo-6-(5-fluoro-2-(1-methyl-1H-pyrazol-4-yl)benzyl)-7,8-dihydro-1,6-naphthyridin-5(6H)-one